C1(CC1)C=1N=C(C(=NC1)C#N)NCC1(CCC1)CO 5-cyclopropyl-3-({[1-(hydroxymethyl)cyclobutyl]methyl}amino)pyrazine-2-carbonitrile